CC1=C(C=C(C=C1)NC(C1=CC(=NC=C1)C(F)(F)F)=O)C1=CC=C2C(CC3(CCOCC3)OC2=C1)=O N-(4-methyl-3-(4-oxo-2',3',5',6'-tetrahydrospiro[chromane-2,4'-pyran]-7-yl)phenyl)-2-(trifluoromethyl)isonicotinamide